CC1CC=2C(=NC=3N(C2)N=CC3)C13CC3 6-methyl-6,7-dihydrospiro[cyclopenta[d]pyrazolo[1,5-a]pyrimidine-5,1'-cyclopropane]